1-(3-cyclopropyl-4-((isoindolin-5-ylmethyl)sulfonyl)phenyl)-3-(1-phenylethyl)urea C1(CC1)C=1C=C(C=CC1S(=O)(=O)CC=1C=C2CNCC2=CC1)NC(=O)NC(C)C1=CC=CC=C1